furan-2,3,4,5-tetracarboxylic acid O1C(=C(C(=C1C(=O)O)C(=O)O)C(=O)O)C(=O)O